C(C1=CC=CC=C1)N1CCC(CC1)NCC N-(1-benzylpiperidin-4-yl)ethylamine